C(C)(C)(C)OC(=O)N(C1=CC(=NC=2N1N=CC2C2CCC2)O[C@@H]2CN(CCC2)C(=O)OC(C)(C)C)C2=CC(=CC(=C2)C)F Tert-Butyl (S)-3-((7-((tert-butoxycarbonyl)(3-fluoro-5-methylphenyl)amino)-3-cyclobutylpyrazolo[1,5-a]pyrimidin-5-yl)oxy)piperidine-1-carboxylate